(R)-2-amino-N-(2-(3,4-dimethoxyphenyl)-3-isopropyl-1H-indol-5-yl)-4-methylpentanamide N[C@@H](C(=O)NC=1C=C2C(=C(NC2=CC1)C1=CC(=C(C=C1)OC)OC)C(C)C)CC(C)C